9H-pyrimido[4,5-b]indole-4-Amine N1=CN=C(C2=C1NC1=CC=CC=C21)N